N-(cyclopropylmethyl)-2-[[2-(2,6-dioxo-3-piperidinyl)-3-oxo-isoindolin-5-yl]amino]-N-methyl-acetamide C1(CC1)CN(C(CNC=1C=C2C(N(CC2=CC1)C1C(NC(CC1)=O)=O)=O)=O)C